4-(8-bromonaphthalen-1-yl)but-3-yn-1-ol BrC=1C=CC=C2C=CC=C(C12)C#CCCO